C(C)(C)(C)N(C(O)=O)CC(C1=CC(=CC=C1)Cl)N1C(C=C(C=C1)Br)=O.OC1=CC=C(C=C1)C(C)(C1=CC=C(C=C1)O)C1=CC=C(C=C1)O 1,1,1-tri(4-hydroxyphenyl)ethane tert-butyl-(2-(4-bromo-2-oxopyridin-1(2H)-yl)-2-(3-chlorophenyl)ethyl)carbamate